5-amino-4-hydroxy-3-(1H-1,2,4-triazol-5-yl)diazenyl-2,7-naphthalenedisulfonic acid sodium [Na].NC1=C2C(=C(C(=CC2=CC(=C1)S(=O)(=O)O)S(=O)(=O)O)N=NC1=NC=NN1)O